tert-Butyl [6'-cyclopropyl-3-(hydroxymethyl)-4'-methoxy[2,3'-bipyridin]-4-yl]carbamate Sodium borohydride [BH4-].[Na+].C1(CC1)C1=CC(=C(C=N1)C1=NC=CC(=C1CO)NC(OC(C)(C)C)=O)OC